Methyl 5-fluoro-2-((1-oxo-2,7-naphthyridin-2(1H)-yl)methyl)benzofuran-7-carboxylate Methyl-4-methylnicotinate COC(C1=CN=CC=C1C)=O.FC=1C=C(C2=C(C=C(O2)CN2C(C3=CN=CC=C3C=C2)=O)C1)C(=O)OC